C(C)(C)(C)[S@@](=O)N1[C@H](C2(C1)CCC2)C=2SC=CC2 (R)-2-((R)-tert-butylsulfinyl)-1-(thiophen-2-yl)-2-azaspiro[3.3]heptane